2-(azepan-1-yl)-4-((6-(4-hydroxypiperidin-1-yl)pyridin-3-yl)amino)pyrimido[4,5-d]pyridazin-5(6H)-one N1(CCCCCC1)C=1N=C(C2=C(C=NNC2=O)N1)NC=1C=NC(=CC1)N1CCC(CC1)O